di(1H-indol-2-yl)methanone N1C(=CC2=CC=CC=C12)C(=O)C=1NC2=CC=CC=C2C1